CN1CCC(CC1)(C(=O)OC(CCCCOC(CCC(OCCCC\C=C/CC)OCCCC\C=C/CC)=O)CCCCOC(CCCCCCC\C=C/C\C=C/CCCCC)=O)C 1-((4,4-bis(((Z)-oct-5-en-1-yl)oxy)butanoyl)oxy)-9-(((9Z,12Z)-octadeca-9,12-dienoyl)oxy)nonan-5-yl 1,4-dimethylpiperidine-4-carboxylate